C(C)(C)(C)P(C1CCCCC1)C1CCCCC1 (tert-butyl)dicyclohexylphosphine